3-quinolin-2-yl-propionic acid N1=C(C=CC2=CC=CC=C12)CCC(=O)O